2-Methoxy-benzooxazole-5-carboxylic acid (1-propyl-butyl)-amide C(CC)C(CCC)NC(=O)C=1C=CC2=C(N=C(O2)OC)C1